N-(4-((2-chloro-5-fluorophenyl)(2-chloroacetamido)methyl)-1H-imidazol-5-yl)-3-fluoro-5-(trifluoromethyl)benzamide ClC1=C(C=C(C=C1)F)C(C=1N=CNC1NC(C1=CC(=CC(=C1)C(F)(F)F)F)=O)NC(CCl)=O